ClC1=NC=2N(C(=C1)N1CC(CC1)(C)C)N=CN2 5-chloro-7-(3,3-dimethylpyrrolidin-1-yl)-[1,2,4]triazolo[1,5-a]pyrimidine